COC1=C(C=C(C=O)C=C1)O 4-Methoxy-3-HydroxyBenzaldehyde